N-(3,5-bis(trifluoromethyl)phenyl)-N-cyclopropylbenzo[d]isoxazol-3-amine FC(C=1C=C(C=C(C1)C(F)(F)F)N(C1=NOC2=C1C=CC=C2)C2CC2)(F)F